tert-Butyl (2-((8-carbamoylbenzo[c][2,6]naphthyridin-5-yl)(methyl)amino)ethyl)carbamate C(N)(=O)C=1C=CC2=C(N=C(C3=CC=NC=C23)N(CCNC(OC(C)(C)C)=O)C)C1